2-(2-methoxyethyl)-7-(1H-pyrazol-3-yl)-2H-pyrazolo[4,3-c]Quinolin-4-amine COCCN1N=C2C(C(=NC=3C=C(C=CC23)C2=NNC=C2)N)=C1